dihydroxy-4,4'-dimethoxy-5-sulfobenzophenone OC=1C(=C(C(=O)C2=CC=C(C=C2)OC)C=C(C1OC)S(=O)(=O)O)O